N[C@H]1CS(C2=C(N(C1=O)CC1=CC=C(C=C1)OC(F)(F)F)C=C(C(=C2)F)C2=NOC(=N2)C(=O)NC(C)(C)C)(=O)=O 3-[(3R)-3-amino-8-fluoro-1,1,4-trioxo-5-[[4-(trifluoromethoxy)phenyl]methyl]-2,3-dihydro-1λ6,5-benzothiazepin-7-yl]-N-tert-butyl-1,2,4-oxadiazole-5-carboxamide